4-(4-fluorophenyl)-1-methyl-1H-imidazol-5-yl-1H-pyrrolo[2,3-b]pyridine FC1=CC=C(C=C1)C=1N=CN(C1N1C=CC=2C1=NC=CC2)C